[(1S,2S,3R,4S,6R)-4,6-diazido-3-[(2R,3R,6S)-3-azido-6-[(1S)-1-[benzyl(benzyloxycarbonyl)amino]-2-fluoro-ethyl]tetrahydropyran-2-yl]oxy-2-hydroxy-cyclohexyl]acetate N(=[N+]=[N-])[C@@H]1[C@H]([C@H]([C@H]([C@@H](C1)N=[N+]=[N-])CC(=O)[O-])O)O[C@H]1O[C@@H](CC[C@H]1N=[N+]=[N-])[C@@H](CF)N(C(=O)OCC1=CC=CC=C1)CC1=CC=CC=C1